C(CCCCCCCCC)(=O)OCCC(CC(CCCCCCCC)CCCCCCCC)OC(=O)OCCCN(C)C 3-(((3-(dimethylamino) propoxy) carbonyl) oxy)-5-octyltridecyl decanoate